mono(hydroxyethyl)ammonium OCC[NH3+]